[I-].ClC1=[N+](C=CC=C1)C 2-chloro-1-methyl-pyridin-1-ium iodide